C(C)(C)(C)C=1N=C(OC1)C1=NC(=CC(=C1)Br)C=1OC=C(N1)C(C)(C)C 2,6-bis[4-(R)-tert-butyl-2-oxazolyl]-4-bromopyridine